(E)-6-Ethyl-2,10-dimethyl-5,9-undecadienal C(C)\C(=C/CCC(C=O)C)\CCC=C(C)C